N1CC(C1)NC(=O)N1CCN(CC1)C(C1=C(C=C(C=C1)NC(=O)C=1N(C(=CN1)C=1C(=NN(C1)C1CCC1)C(F)(F)F)C)Cl)=O N-(azetidin-3-yl)-4-[2-chloro-4-[[5-[1-cyclobutyl-3-(trifluoromethyl)pyrazol-4-yl]-1-methylimidazole-2-carbonyl]amino]benzoyl]piperazine-1-carboxamide